C(C1=CC=CC=C1)N(C(=O)NCC1=CC=C(C=C1)OCC(C)C)C1CCN(CC1)C 1-benzyl-3-(4-isobutoxybenzyl)-1-(1-methylpiperidin-4-yl)urea